BrC1=C(C(=NN1)C(=O)N1CCC(CC1)C(=O)NC1CCC(CC1)C)Cl 1-(5-bromo-4-chloro-1H-pyrazole-3-carbonyl)-N-(4-methylcyclohexyl)piperidine-4-carboxamide